(R)-(3-Fluorophenyl)(4-(((4-(trifluoromethoxy)benzyl)oxy)methyl)-7-azabicyclo[2.2.1]heptan-1-yl)methanol FC=1C=C(C=CC1)[C@@H](O)C12CCC(CC1)(N2)COCC2=CC=C(C=C2)OC(F)(F)F